N-((3R,4S)-3-methyl-1-(methylsulfonyl)piperidin-4-yl)-6-(1H-pyrazol-4-yl)-5-((tetrahydro-2H-pyran-4-yl)oxy)-[1,2,4]triazolo[1,5-a]pyridin-2-amine C[C@@H]1CN(CC[C@@H]1NC1=NN2C(C=CC(=C2OC2CCOCC2)C=2C=NNC2)=N1)S(=O)(=O)C